[1-(4-bromo-2-fluorophenyl)-3,6-dihydro-2H-pyridin-4-yl]oxy-tert-butyl-dimethylsilane BrC1=CC(=C(C=C1)N1CCC(=CC1)O[Si](C)(C)C(C)(C)C)F